diphenyl-tetrazolium chloride [Cl-].C1(=CC=CC=C1)C=1N=NN[N+]1C1=CC=CC=C1